((((E)-3-(4-hydroxy-3-methoxyphenyl)acryloyl)oxy)methyl)phenyl-3-(4-hydroxy-3-methoxyphenyl)acrylate OC1=C(C=C(C=C1)/C=C/C(=O)OCC(=C(C(=O)[O-])C1=CC=CC=C1)C1=CC(=C(C=C1)O)OC)OC